3-((5-Bromo-2-hydroxyphenyl)sulfonamido)-5-chloro-N-(2,2-difluoroethyl)-2-hydroxybenzamide BrC=1C=CC(=C(C1)S(=O)(=O)NC=1C(=C(C(=O)NCC(F)F)C=C(C1)Cl)O)O